IC=1C(=NN2C1COCC2)CO (3-iodo-6,7-dihydro-4H-pyrazolo[5,1-c][1,4]oxazin-2-yl)methanol